Lithium (trimethylsilyl)methylcyclopentadienide C[Si](C)(C)C[C-]1C=CC=C1.[Li+]